ClC1=CC(N(S1)C)=O 5-chloro-2-methylisothiazol-3(2H)-one